3-methoxy-6-[[2-[2-oxo-3-(3-oxo-4H-pyrazino[2,3-b][1,4]oxazin-6-yl)oxazolidin-5-yl]ethylamino]methyl]-6,7-dihydro-5H-cyclopenta[c]pyridine-1-carbonitrile COC1=CC2=C(C(=N1)C#N)CC(C2)CNCCC2CN(C(O2)=O)C2=NC1=C(OCC(N1)=O)N=C2